C([C@@H](C(=O)O)N)OC(=O)C=[N+]=[N-] The molecule is a carboxylic ester resulting from the formal condensation of the carboxy group of diazoacetic acid with the alcoholic hydroxy group of L-serine. An antibiotic produced by a Streptomyces species. It has a role as an antimicrobial agent, an antineoplastic agent, an antifungal agent, an antimetabolite, an immunosuppressive agent, a metabolite and a glutamine antagonist. It is a diazo compound, a carboxylic ester, a L-serine derivative and a non-proteinogenic L-alpha-amino acid.